C1(=CC=C(C=C1)C=1C=CC2=C(C(C=3C(=CC4=C(OCO4)C3)OC2)=O)C1)C 9-(p-tolyl)[2]benzoxepino[3,4-f]-1,3-benzodioxol-11(6H)-one